ClC1=CC=C(C(=N1)C(=O)O)N[C@H](C)C1=CC(=CN2C1=NC(=C(C2=O)C)N2CCC(CC2)(F)F)C (R)-6-chloro-3-((1-(2-(4,4-difluoropiperidin-1-yl)-3,7-dimethyl-4-oxo-4H-pyrido[1,2-a]pyrimidin-9-yl)ethyl)amino)picolinic acid